(S)-tert-butyl (1-(((1-(5-(trifluoromethyl)pyrimidin-2-yl)piperidin-4-yl)methylsulfonamido)oxy)propan-2-yl)carbamate FC(C=1C=NC(=NC1)N1CCC(CC1)CS(=O)(=O)NOC[C@H](C)NC(OC(C)(C)C)=O)(F)F